C(C)(C)C=1SC(=C(N1)C(=O)OCC)NC ethyl 2-isopropyl-5-(methylamino)thiazole-4-carboxylate